2-chloro-8-fluoro-4-(5-methyl-1-(tetrahydro-2H-pyran-2-yl)-1H-indazol-4-yl)quinoline-3-carbonitrile ClC1=NC2=C(C=CC=C2C(=C1C#N)C1=C2C=NN(C2=CC=C1C)C1OCCCC1)F